CN1CCN(CC1)CC1=CC=C2C(N3C(=NC2=C1)C(C1=CC(=CC=C13)S(=O)(=O)N)=O)=O 3-((4-methylpiperazin-1-yl)methyl)-6,12-dioxo-6,12-dihydroindolo[2,1-b]quinazoline-8-sulfonamide